[SiH3][SiH2][SiH2][SiH2][SiH2][SiH2][SiH2][SiH2][SiH3] nonasilane